NC1=C(C(OC2=CC=CC=C12)=O)C=1OC2=C(N1)C=CC(=C2)S(=O)(=O)N amino-3-[6-(aminosulfonyl)benzoxazol-2-yl]coumarin